FC=1C=C(COC2=CC=C(C3=C2OCO3)CN[C@H](C(=O)N)C)C=CC1 (S)-2-{[7-(3-fluorobenzyloxy)benzo[d][1,3]dioxol-4-yl]methylamino}propanamide